N-allyl-N-phenylisoquinolin-1-amine C(C=C)N(C1=NC=CC2=CC=CC=C12)C1=CC=CC=C1